2-amino-6-borono-2-(2-oxo-2-phenylethyl)hexanoic acid NC(C(=O)O)(CCCCB(O)O)CC(C1=CC=CC=C1)=O